C([C@H](C([C@H](CO)O)O)O)O (2R,3S,4S)-pentane-1,2,3,4,5-pentol